ClC1=C(C=C(C=C1)N1C(CCC1=O)=O)OC[C@@H]1CC[C@H](CC1)C(=O)N1OCC[C@H]1C1=CC(=CC(=C1)F)F trans-1-(4-chloro-3-((4-((S)-3-(3,5-difluorophenyl)isoxazolidine-2-carbonyl)cyclohexyl)methoxy)phenyl)pyrrolidine-2,5-dione